water sodium levulinate C(CCC(=O)C)(=O)[O-].[Na+].O